(2S,4S)-4-[3-[4-(4-aminobutyl)-1-methyl-5-oxo-1,2,4-triazol-3-yl]phenoxy]-1-tert-butoxycarbonyl-pyrrolidine-2-carboxylic acid NCCCCN1C(=NN(C1=O)C)C=1C=C(O[C@H]2C[C@H](N(C2)C(=O)OC(C)(C)C)C(=O)O)C=CC1